(M)-6-chloro-7-(2-fluorophenyl)-1-(4-methyl-2-(2-propanyl)-3-pyridinyl)-4-(3-(2-propenoyl)-3,6-diazabicyclo[3.1.1]heptan-6-yl)pyrido[2,3-d]pyrimidin-2(1H)-one ClC1=CC2=C(N(C(N=C2N2C3CN(CC2C3)C(C=C)=O)=O)C=3C(=NC=CC3C)C(C)C)N=C1C1=C(C=CC=C1)F